Cl.Cl.C(N)(=N)C1=CC=C(CNC([C@H](C)NC(=O)[C@@H]2NC[C@@H](C2)C2=CC(=CC=C2)CC)=O)C=C1 (2R,4S)-N-((S)-1-((4-carbamimidoylbenzyl)amino)-1-oxopropan-2-yl)-4-(3-ethylphenyl)pyrrolidine-2-carboxamide dihydrochloride